C1(CCC(N1OC(CCC(C)(SC(=O)C1=CC=CC=C1)C#N)=O)=O)=O 4-cyano-4-(phenylcarbonylthio)pentanoic acid-succinimidyl ester